CN(C)CC1(CC1)COC=1N=C(C2=C(N1)CN(CC2)C2=CC=CC1=CC=CC(=C21)CC)NCC2=CN=NN2C 2-((1-((dimethylamino)methyl)cyclopropyl)methoxy)-7-(8-ethylnaphthalen-1-yl)-N-((1-methyl-1H-1,2,3-triazol-5-yl)methyl)-5,6,7,8-tetrahydropyrido[3,4-d]pyrimidin-4-amine